((3R)-4-amino-3-methyl-1,3-dihydrofuro[3,4-c]quinolin-8-yl)((3S,4R)-3-ethyl-4-(4-methylphenyl)-1-pyrrolidinyl)methanone NC1=NC=2C=CC(=CC2C2=C1[C@H](OC2)C)C(=O)N2C[C@H]([C@@H](C2)C2=CC=C(C=C2)C)CC